5-(4-chloropiperazin-1-yl)-2,3-dihydro-1,4-benzodioxine ClN1CCN(CC1)C1=CC=CC=2OCCOC21